2-(6-(2,5-dichloropyrimidin-4-yl)-4-fluoro-7-isopropylbenzo[d]thiazol-2-yl)propan-2-ol ClC1=NC=C(C(=N1)C1=C(C2=C(N=C(S2)C(C)(C)O)C(=C1)F)C(C)C)Cl